C(#N)C1(CC(C1)C(=O)NC=1C=NC(=NC1)C=1N=NN(C1NC(O[C@H](C)C=1C(=NC=C(C1)F)F)=O)C)OC (R)-1-(2,5-difluoropyridin-3-yl)ethyl (4-(5-((1s,3S)-3-cyano-3-methoxycyclobutane-1-carboxamido) pyrimidin-2-yl)-1-methyl-1H-1,2,3-triazol-5-yl)carbamate